BETA-D-fructofuranosyl-(2->1)-alpha-D-glucopyranose OC[C@@]1([C@@H](O)[C@H](O)[C@H](O1)CO)O[C@@H]1[C@H](O)[C@@H](O)[C@H](O)[C@H](O1)CO